O\N=C(\C1=CC(=NC=C1)C(C)(C)OC)/N (Z)-N'-hydroxy-2-(2-methoxypropan-2-yl)isonicotinamidine